4-(4-cyano-3-hydroxy-7-m-tolyl-quinolin-2-yl)-4-oxo-butyric acid ethyl ester C(C)OC(CCC(=O)C1=NC2=CC(=CC=C2C(=C1O)C#N)C=1C=C(C=CC1)C)=O